(2S)-N-[(4-carbamimidoylthiophen-2-yl)methyl]-1-[2-(5-phenylpentanamido)acetyl]pyrrolidine-2-carboxamide C(N)(=N)C=1C=C(SC1)CNC(=O)[C@H]1N(CCC1)C(CNC(CCCCC1=CC=CC=C1)=O)=O